(R)-N-(1-(3-(1-(2-amino-2-oxoethyl)-1H-pyrazol-4-yl)-5-(1-(difluoromethyl)-1H-pyrazol-4-yl)phenyl)ethyl)-5-(2-(dimethylamino)ethoxy)-2-methylbenzamide NC(CN1N=CC(=C1)C=1C=C(C=C(C1)C=1C=NN(C1)C(F)F)[C@@H](C)NC(C1=C(C=CC(=C1)OCCN(C)C)C)=O)=O